ICC(=O)OC1CCCCC23C(C1CCC3)C(CC2)=O 9-oxotricyclo[5.4.3.01,8]tetradecan-6-yl 2-iodoacetate